C(C)(C)(C)OC(NC1CC2(CN(C2)C2=C(C=C(C=C2)NC2=NC=C(C(=N2)NC2=C(C=CC=C2)P(=O)(C)C)Cl)C)C1)=O tert-butyl(2-(4-((5-chloro-4-((2-(dimethylphosphoryl)phenyl)amino)pyrimidin-2-yl)amino)-2-methylphenyl)-2-azaspiro[3.3]heptan-6-yl)carbamate